C(=O)C1CCN(CC1)C=1SC2=C(N1)C=C(C(=C2)NC(=O)C2=NC=CC=C2)C(C)(C)O N-[2-(4-formyl-1-piperidyl)-5-(1-hydroxy-1-methyl-ethyl)-1,3-benzothiazol-6-yl]pyridine-carboxamide